C1CC12NCC[C@H](C2)N2C=NC1=CC(=CC=C1C2=O)C=2C=C(C=1N(N2)C=C(N1)C)C 3-[(7R)-4-azaspiro[2.5]octan-7-yl]-7-{2,8-dimethylimidazo[1,2-b]pyridazin-6-yl}quinazolin-4-one